fumaric acid monomethyl-citraconate COC(\C(\C)=C/C(=O)O)=O.C(\C=C\C(=O)O)(=O)O